C1(CCCCC1)CNC1=CC=CC=C1 N-(cyclohexylmethyl)aniline